The molecule is an organophosphonate oxoanion obtained by deprotonation of the phosphonate OH groups of (1S,2S)-1,2-dihydroxypropylphosphonic acid. It is a conjugate base of a (1S,2S)-1,2-dihydroxypropylphosphonate(1-). C[C@@H]([C@@H](O)P(=O)([O-])[O-])O